C(C1=CC=CC=C1)OC1(C2=NN=C(C=3C(=CC(=C(O[C@@H](C\C=C/CC1)C)N3)C(F)(F)F)NC(OC(C)(C)C)=O)O2)C(F)(F)F tert-Butyl N-[(9Z,12R)-6-benzyloxy-12-methyl-6,15-bis(trifluoromethyl)-13,19-dioxa-3,4,18-triazatricyclo[12.3.1.12,5]nonadeca-1(18),2,4,9,14,16-hexaen-17-yl]carbamate